2-[2-(carboxymethoxy)-6-chloropyridin-4-yl]acetic acid C(=O)(O)COC1=NC(=CC(=C1)CC(=O)O)Cl